[K+].C(CCCCCCCCCCC)OS(=O)(=O)[O-].[Na+].C(CCCCCCCCCCC)OS(=O)(=O)[O-] sodium dodecylsulfate, potassium salt